ClC1=NC(=CC2=CN=C(C=C12)Cl)C(OCC)OCC 1,7-dichloro-3-(diethoxymethyl)-2,6-naphthyridine